9-(2-methoxyphenyl)-3-methyl-13-(morpholine-4-carbonyl)-16-thia-2,4,5,8-tetraazatetracyclo-[8.6.0.02,6.011,15]-hexadeca-1(10),3,5,8,11(15)-pentaene COC1=C(C=CC=C1)C1=NCC2=NN=C(N2C=2SC=3CC(CC3C12)C(=O)N1CCOCC1)C